2-Chloro-N-((1s,4s)-4-((dimethyl-amino)methyl)cyclohexyl)-5-((1-methyl-1H-pyrazol-4-yl)ethynyl)pyridin-4-amine ClC1=NC=C(C(=C1)NC1CCC(CC1)CN(C)C)C#CC=1C=NN(C1)C